Methyl 2-(3-formyl-1H-indol-1-yl)propanoate C(=O)C1=CN(C2=CC=CC=C12)C(C(=O)OC)C